CCC[C@@]12CCC=C1C=1CCC=3C=C(C=CC3C1CC2)OC beta-ethyl-3-methoxy-estra-1,3,5(10),8(9),14(15)-pentaene